C(/C)=C/1\C(OC(C1)C)=O (E,Z)-3-ethylidene-5-methyl-dihydro-furan-2-one